ClC1=C(C=CC=C1)CNC(O[C@H]1[C@H](NC[C@@H]1O)CC1=CC=C(C=C1)OC)=O (2R,3S,4S)-4-hydroxy-2-[(4-methoxyphenyl)methyl]pyrrolidin-3-yl N-[(2-chlorophenyl)methyl]carbamate